ClC1=CC(=C(C=N1)C(=O)OCC)N[C@H]1CN(CC1)C(=O)OC(C)(C)C ethyl 6-chloro-4-[[(3R)-1-tert-butoxycarbonylpyrrolidin-3-yl]amino]pyridine-3-carboxylate